octyl(2,5,5-trimethylbicyclo[2.2.1]heptan-2-yl)sulfane C(CCCCCCC)SC1(C2CC(C(C1)C2)(C)C)C